N-tert-butyl-6-(3,5-difluoroanilino)-3-ethoxy-pyridine-2-carboxamide C(C)(C)(C)NC(=O)C1=NC(=CC=C1OCC)NC1=CC(=CC(=C1)F)F